C(C)(CC)N[C@@H]([C@@H](C)CC)C(=O)O sec-butyl-(isoleucine)